2-[4-[3-[1-(5-chloropyrimidin-2-yl)-4-piperidinyl]propoxy]-2-fluoro-phenyl]-1-[3-[[rac-(3r,4r)-3,4-dihydroxypyrrolidin-1-yl]methyl]azetidin-1-yl]ethanone ClC=1C=NC(=NC1)N1CCC(CC1)CCCOC1=CC(=C(C=C1)CC(=O)N1CC(C1)CN1C[C@H]([C@@H](C1)O)O)F |r|